C(#N)[C@H](C(=O)NCC1=NN(C=2N(C([C@@H]([C@@H](C21)C2=CC=C(C=C2)F)NC(C2=CC(=CC=C2)C(F)(F)F)=O)=O)CC)C2=CC=CC=C2)C |o1:2,&1:13,14| N-((4RS,5RS)-3-(((R*)-2-cyanopropanamido)methyl)-7-ethyl-4-(4-fluorophenyl)-6-oxo-1-phenyl-4,5,6,7-tetrahydro-1H-pyrazolo[3,4-b]pyridin-5-yl)-3-(trifluoromethyl)benzamide